2-(2-methyl-2H-tetrazol-5-yl)acetic acid ethyl ester C(C)OC(CC=1N=NN(N1)C)=O